tri-(3,5-xylyl)phosphine C1(=CC(=CC(=C1)C)C)P(C1=CC(=CC(=C1)C)C)C1=CC(=CC(=C1)C)C